N-[9-[(2R,6S)-6-[[bis(4-methoxyphenyl)-phenyl-methoxy]methyl]-6-(triisopropylsilyloxymethyl)morpholin-2-yl]purin-6-yl]benzamide COC1=CC=C(C=C1)C(OC[C@]1(O[C@H](CNC1)N1C2=NC=NC(=C2N=C1)NC(C1=CC=CC=C1)=O)CO[Si](C(C)C)(C(C)C)C(C)C)(C1=CC=CC=C1)C1=CC=C(C=C1)OC